(4-methoxybenzyl)prop-2-en-1-amine COC1=CC=C(CC(C=C)N)C=C1